6-hydroxy-4-methylheptyloxyoctyloxymethyl ether OC(CC(CCCOCCCCCCCCOCOCOCCCCCCCCOCCCC(CC(C)O)C)C)C